7-methoxy-2,2-dimethylthiochroman-4-one COC1=CC=C2C(CC(SC2=C1)(C)C)=O